4-{6-[2-(2-hydroxyacetyl)-2,8-diazaspiro[4.5]decan-8-yl]pyridin-3-yl}-6-methyl-1-tosyl-1H-pyrrolo[2,3-c]pyridin-7(6H)-one OCC(=O)N1CC2(CC1)CCN(CC2)C2=CC=C(C=N2)C=2C1=C(C(N(C2)C)=O)N(C=C1)S(=O)(=O)C1=CC=C(C)C=C1